2-(1-propionyl-indolin-5-yl)-N-(pyridin-3-ylmethyl)pyrimidine-5-carboxamide C(CC)(=O)N1CCC2=CC(=CC=C12)C1=NC=C(C=N1)C(=O)NCC=1C=NC=CC1